C1(CC1)C1=NN(C2=C1C=NC(=C2)NC(C)=O)C2=NC(=CC(=C2)OCCOC)C2=COC=C2 N-(3-cyclopropyl-1-(6-(furan-3-yl)-4-(2-methoxyethoxy)pyridin-2-yl)-1H-pyrazolo[4,3-C]pyridin-6-yl)acetamide